tert-butyl-[3-[6-chloro-3-[1-(2-chloroethyl)pyrrol-2-yl]pyrazolo[4,3-c]pyridin-1-yl]butoxy]-diphenyl-silane C(C)(C)(C)[Si](C1=CC=CC=C1)(C1=CC=CC=C1)OCCC(C)N1N=C(C=2C=NC(=CC21)Cl)C=2N(C=CC2)CCCl